O1C2=C(NCC1C(=O)N)C=CC=C2 3,4-dihydro-2H-benzo[b][1,4]oxazine-2-carboxamide